BrC1=NN(C(=C1)C(=O)O)C1=NC=CC=C1Cl 3-bromo-1-(3-chloropyridin-2-yl)-1H-pyrazol-5-carboxylic acid